OC(CCCCCCC(=O)O)C(CCCCCCCCC)O 8,9-dihydroxystearic acid